NC1=CC(=C(OC2=C(C(=NC=C2)N)C(F)F)C=C1)F 4-(4-amino-2-fluorophenoxy)-3-(difluoromethyl)pyridin-2-amine